C(CCCCCCCCC)N(C(=O)C1=NN2C(CN(CCC2)C(=O)OC(C)(C)C)=C1)C tert-butyl 2-(decyl(methyl)carbamoyl)-7,8-dihydro-4H-pyrazolo[1,5-a][1,4]diazepine-5(6H)-carboxylate